N-(3''-fluoro-4''-(((R)-3-hydroxypyrrolidin-1-yl)methyl)-5''-methoxy-2,2'-dimethyl-[1,1':3',1''-terphenyl]-3-yl)-4-hydroxy-4,5,6,7-tetrahydropyrazolo[1,5-a]pyridine-2-carboxamide FC=1C=C(C=C(C1CN1C[C@@H](CC1)O)OC)C=1C(=C(C=CC1)C1=C(C(=CC=C1)NC(=O)C1=NN2C(C(CCC2)O)=C1)C)C